pyrrol-2-carboxylate N1C(=CC=C1)C(=O)[O-]